N-(4-aminobutyl)-4-aminobutyltriethoxysilane NCCCCNCCCC[Si](OCC)(OCC)OCC